OC(COC=1C=C(C=2N(C1)N=CC2C#N)C=2C=NC(=CC2)N2CC1N(C(C2)C1)CC=1C=NC(=CC1)OC)(C)C 6-(2-hydroxy-2-methylpropyloxy)-4-(6-(6-((6-methoxypyridin-3-yl)methyl)-3,6-diazabicyclo[3.1.1]hept-3-yl)pyridin-3-yl)pyrazolo[1,5-a]pyridine-3-carbonitrile